[Mo](=S)=S.[V] Vanadium-molybdenum disulfide